FC1=C(C(=O)NC2=CC3=C(N=N2)C=C(N3)CN3C(CCC3)C)C=CC(=C1)C1=NC=CN=C1 2-fluoro-N-(6-((2-methylpyrrolidin-1-yl)methyl)-5H-pyrrolo[3,2-c]pyridazin-3-yl)-4-(pyrazin-2-yl)benzamide